O[C@]1(CC\C=C/CCC1)CC(=O)ON1C(CCC1=O)=O |r| rac-2,5-dioxopyrrolidin-1-yl (R,Z)-2-(1-hydroxycyclooct-4-en-1-yl)acetate